[Cu]I.ClC=1C(=NC(=NC1)F)NC=1C=C2C=C(C(N(C2=CC1)C)=O)OCC(=O)NC 2-[[6-[(5-chloro-2-fluoro-pyrimidin-4-yl)amino]-1-methyl-2-oxo-3-quinolyl]oxy]-N-methyl-acetamide Copper (i) Iodide